C(C)(C)(C)C=1C(=C(C=C(C1)CCC(=O)O)C)O 3-(5-tert-butyl-4-hydroxy-3-methylphenyl)propionic acid